FC(S(=O)(=O)OC1=CC(CC1)C1=NN(C(=C1)NC(=O)OCC1=CC=CC=C1)C(C)(C)C)(F)F 3-(5-(((benzyloxy)carbonyl)amino)-1-(tert-butyl)-1H-pyrazol-3-yl)cyclopent-1-en-1-yl trifluoromethanesulfonate